N-({4-amino-1H,3H-furo[3,4-c]quinolin-7-yl}methyl)-2-cyclopropyl-N-(4-methoxypyridin-3-yl)pyrimidine-5-carboxamide NC1=NC=2C=C(C=CC2C2=C1COC2)CN(C(=O)C=2C=NC(=NC2)C2CC2)C=2C=NC=CC2OC